COC(=O)C=1C=CC2=C(N(C(=N2)CN2CCC(CC2)SC2=NC(=CC=C2)COC2=C(C=C(C=C2)C#N)F)CC2=CN=CN2CC)C1 2-((4-((6-((4-cyano-2-fluorophenoxy)methyl)pyridine-2-yl)mercapto)piperidin-1-yl)methyl)-1-((1-ethyl-1H-imidazol-5-yl)methyl)-1H-benzo[d]imidazole-6-carboxylic acid methyl ester